C(C)OC(=O)C1C(C2=CC(=CC(=C2C1)F)N)F 6-amino-1,4-difluoro-indan-2-carboxylic acid ethyl ester